[1-(4-{[(2-chlorophenyl)acetyl]amino}-2-[(2,4-dimethoxybenzyl)sulfamoyl]phenyl)-1H-pyrazol-4-yl]-2,2-difluoroacetamide ClC1=C(C=CC=C1)CC(=O)NC1=CC(=C(C=C1)N1N=CC(=C1)C(C(=O)N)(F)F)S(NCC1=C(C=C(C=C1)OC)OC)(=O)=O